(3-amino-6-(methylsulfonyl)-4,5,6,7-tetrahydropyrazolo[3,4-c]pyridin-2-yl)(6-(pyridin-4-yl)-1,2,3,4-tetrahydroquinolin-4-yl)methanone NC=1N(N=C2CN(CCC21)S(=O)(=O)C)C(=O)C2CCNC1=CC=C(C=C21)C2=CC=NC=C2